C[C@]1(NCCC1)C1=NC2=C(N1)C=CC=C2C(=O)N 2-[(2R)-2-Methyl-2-pyrrolidinyl]-1H-benzimidazole-4-carboxamide